5-METHOXY-2-METHYLBENZO[D]THIAZOLE COC=1C=CC2=C(N=C(S2)C)C1